N(=[N+]=[N-])C=1C=C(C(=O)N(C)OC)C=CC1O 3-azido-4-hydroxy-N-methoxy-N-methylbenzamide